2-Chloro-N-[2-(4-{[(3-cyanopyridin-4-yl)oxy]methyl}piperidin-1-yl)-2-[4-(difluoromethyl)-1,3-thiazol-5-yl]ethyl]-6-fluorobenzamide ClC1=C(C(=O)NCC(C2=C(N=CS2)C(F)F)N2CCC(CC2)COC2=C(C=NC=C2)C#N)C(=CC=C1)F